C(C)[C@]1(C(OCC=2C(N3CC=4C(=NC=5C=CC=CC5C4)C3=CC21)=O)=O)O (S)-4-ethyl-4-hydroxy-1,12-dihydro-14H-pyrano[3',4':6,7]indolizino[1,2-b]quinoline-3,14(4H)-dione